ClC1=NC(=C(C=C1N)C)Cl 2,6-dichloro-5-methylpyridin-3-amine